3-bromoprop-2-yn-1-amine hydrochloride Cl.BrC#CCN